C(C)OC(C(C(=O)OCC)N1C[C@H]2CC[C@@H](C1)O2)=O 2-((1R,5S)-8-oxa-3-azabicyclo[3.2.1]oct-3-yl)malonic acid diethyl ester